FC1=C2C(C=C(NC2=CC(=C1C#C[C@H](C)O)F)C=1C=C(C#N)C=CC1S(=O)(=O)C)=O (S)-3-(5,7-Difluoro-6-(3-hydroxybut-1-yn-1-yl)-4-oxo-1,4-dihydroquinolin-2-yl)-4-(methylsulfonyl)benzonitrile